(Tert-Butoxycarbonyl)(1-((3aS,4R,6aR)-2,2-dimethyl-6-vinyl-3a,6a-dihydro-4H-cyclopenta[d][1,3]dioxol-4-yl)-1H-pyrazolo[3,4-d]pyrimidin-4-yl)carbamic acid tert-butyl ester C(C)(C)(C)OC(N(C1=C2C(=NC=N1)N(N=C2)[C@@H]2C=C([C@H]1OC(O[C@H]12)(C)C)C=C)C(=O)OC(C)(C)C)=O